N-[9-[(2R,6S)-6-[[bis(4-methoxyphenyl)-phenyl-methoxy]methyl]-3,5-dihydroxy-6-(triisopropylsilyloxymethyl)-1,4-dioxan-2-yl]-6-oxo-1H-purin-2-yl]-2-methyl-propionamide COC1=CC=C(C=C1)C(OC[C@@]1(C(OC([C@@H](O1)N1C=2N=C(NC(C2N=C1)=O)NC(C(C)C)=O)O)O)CO[Si](C(C)C)(C(C)C)C(C)C)(C1=CC=CC=C1)C1=CC=C(C=C1)OC